(S)-2-amino-4-((2-phenoxyethyl)(4-(5,6,7,8-tetrahydro-1,8-naphthyridin-2-yl)butyl)amino)butanoic acid hydrochloride Cl.N[C@H](C(=O)O)CCN(CCCCC1=NC=2NCCCC2C=C1)CCOC1=CC=CC=C1